C(C)OC1=CC=C(C(N1)=O)C1=CN=CC(=N1)C(=O)NOCC1=C(C=CC(=C1)OC)F 6-(6-ethoxy-2-oxo-1,2-dihydropyridin-3-yl)-N-((2-fluoro-5-methoxybenzyl)oxy)pyrazine-2-carboxamide